6-chloro-2-(difluoromethyl)-3-(methoxymethoxy)pyridine ClC1=CC=C(C(=N1)C(F)F)OCOC